8-((2-(dimethylamino)ethyl)(methyl)amino)quinoline-6-carboxylic acid hydrochloride salt Cl.CN(CCN(C=1C=C(C=C2C=CC=NC12)C(=O)O)C)C